ClC=1C(=NC(=NC1)NC1CCOCC1)C1=CC=C2CN(C(C2=C1)=O)[C@@H](C(=O)N[C@H](CO)C1=CC(=CC(=C1)OC)F)C (2R)-2-(6-{5-chloro-2-[(oxacyclohex-4-yl)amino]pyrimidin-4-yl}-1-oxo-2,3-dihydro-1H-isoindol-2-yl)-N-[(1S)-1-(3-fluoro-5-methoxyphenyl)-2-hydroxyethyl]propanamide